COC(=O)C1=CC2=C(NC(S2)=S=O)C=C1 2-sulfinyl-2,3-dihydro-1,3-benzothiazole-6-carboxylic acid methyl ester